ClC1=C(C=C(C=C1)F)CC(=O)NCC1=CC(=NC=C1)OCC(F)(F)F 2-(2-Chloro-5-fluorophenyl)-N-((2-(2,2,2-trifluoroethoxy)pyridin-4-yl)methyl)acetamide